1-(2,6-dichloropyridin-4-yl)-N-((1-fluoro-cyclopropyl)methyl)methanamine ClC1=NC(=CC(=C1)CNCC1(CC1)F)Cl